N-[3-(2-chloro-5-fluorophenyl)-6-[(2,2-difluoroethyl)amino]-7-methoxy-1-oxo-2,3-dihydro-1H-isoindol-4-yl]-5-fluoro-3-(trifluoromethyl)benzamide ClC1=C(C=C(C=C1)F)C1NC(C2=C(C(=CC(=C12)NC(C1=CC(=CC(=C1)F)C(F)(F)F)=O)NCC(F)F)OC)=O